7-(5-{[(2R,4S)-2-Methylpiperidin-4-yl]oxy}[1,3]thiazolo[5,4-d][1,3]thiazol-2-yl)-4-(1H-pyrazol-4-yl)-1H-indol C[C@H]1NCC[C@@H](C1)OC=1SC2=C(N1)SC(=N2)C=2C=CC(=C1C=CNC21)C=2C=NNC2